ClC=1C=CC(=C(C1)C1=CC(N(C=C1OC)[C@H](C(=O)NC1=CC(=C(C(=O)NS(=O)(=O)C)C=C1)F)CC1CCC1)=O)N1N=NC(=C1)C(F)(F)F (S)-4-(2-(4-(5-chloro-2-(4-(trifluoromethyl)-1H-1,2,3-triazol-1-yl)phenyl)-5-methoxy-2-oxopyridin-1(2H)-yl)-3-cyclobutylpropionamido)-2-fluoro-N-(methylsulfonyl)benzamide